t-Buten C(=C)(C)C